5-bromo-2-(1-((5,5-dimethyl-1,3-dioxan-2-yl)methyl)-1H-1,2,3-triazol-4-yl)-N,N-dimethylaniline BrC=1C=CC(=C(N(C)C)C1)C=1N=NN(C1)CC1OCC(CO1)(C)C